FC1=CC=C(C=C1)C1=C(C(=NC2=CC(=CC=C12)O)OC1CC(C1)C(=O)O)C1CCOCC1 3-[[4-(4-fluorophenyl)-7-hydroxy-3-tetrahydropyran-4-yl-2-quinolyl]oxy]cyclobutanecarboxylic acid